3-cyclopropyl-6-[3-ethylsulfonyl-6-(trifluoromethyl)imidazo[1,2-a]pyridin-2-yl]-7H-pyrrolo[3,4-b]pyridin-5-one C1(CC1)C=1C=C2C(=NC1)CN(C2=O)C=2N=C1N(C=C(C=C1)C(F)(F)F)C2S(=O)(=O)CC